(S)-5-{{[1-(bicyclo[1.1.1]pentan-1-yl)-1H-imidazol-4-yl][(8-chloro-4-(neopentylamino)quinazolin-6-yl)]amino}methyl}-2-methylisoquinolin-1(2H)-one C12(CC(C1)C2)N2C=NC(=C2)N(C=2C=C1C(=NC=NC1=C(C2)Cl)NCC(C)(C)C)CC2=C1C=CN(C(C1=CC=C2)=O)C